CC1(OB(OC1(C)C)C=1C=C2C(=CC1)N1C3=C2C=CC=C3C=3C=CC=CC13)C 5-(4,4,5,5-Tetramethyl-1,3,2-dioxaborolan-2-yl)-indolo[3,2,1-jk]carbazole